FC(C(=O)O)(F)F.C1(CC1)C=1C=NN2C1C(=NC(=C2)C=2C=NN(C2)C)OC2(CC(C2)N)C (cis)-3-((3-cyclopropyl-6-(1-methyl-1H-pyrazol-4-yl)pyrazolo[1,5-a]pyrazin-4-yl)oxy)-3-methylcyclobutan-1-amine trifluoroacetate